{1-[2-(1-phenyl-1H-pyrazol-4-yl)-1,3-thiazole-4-carbonyl]piperazin-2-yl}methanol C1(=CC=CC=C1)N1N=CC(=C1)C=1SC=C(N1)C(=O)N1C(CNCC1)CO